CCCCCC(=O)NO N-hydroxyhexanamide